C(#N)C=1C=C2C(=CC=NC2=CC1)NC=1C=C(C(=O)NC2=CC(=CC=C2)NC2=CC=NC=C2)C=CC1 3-((6-cyanoquinolin-4-yl)amino)-N-(3-(pyridin-4-ylamino)phenyl)benzamide